bis(2,4-dicumylphenyl)dipentaerythritol C(C)(C)(C1=CC=CC=C1)C1=C(C=CC(=C1)C(C)(C)C1=CC=CC=C1)C(OC(C(CO)(CO)CO)C1=C(C=C(C=C1)C(C)(C)C1=CC=CC=C1)C(C)(C)C1=CC=CC=C1)C(CO)(CO)CO